(4,6-dibromo-5-hydroxypyridin-2-yl)(2-ethyl-5-fluoro-2H-indazol-3-yl)methanone BrC1=CC(=NC(=C1O)Br)C(=O)C=1N(N=C2C=CC(=CC12)F)CC